P(=O)(OCCNC(C1=CC=C(C=C1)CN1C2=NC(=NC(=C2NC1=O)N)OCCOC)=O)(OCC(COC(CCCCCCC\C=C/CCCCCCCC)=O)OC(CCCCCCC\C=C/CCCCCCCC)=O)[O-] 2-(4-((6-amino-2-(2-methoxyethoxy)-8-oxo-7H-purin-9(8H)-yl)methyl)benzamido)ethyl 2,3-bis(oleoyloxy)propyl phosphate